Cl.N[C@@H](CCCNC(N)=N)C(=O)O Arginine monoHCl